BrC1=CC(=C(COC2=NC=C(C=C2)OC2CCCC2)C=C1F)Cl 2-((4-Bromo-2-chloro-5-fluorobenzyl)oxy)-5-(cyclopentyloxy)pyridine